(2S)-2-amino-6-[(tert-butoxycarbonyl)amino]hexanoic acid N[C@H](C(=O)O)CCCCNC(=O)OC(C)(C)C